C(C1=CC=CC=C1)OCCCCCCN1N=NC2=C1C=CC(=C2C)C=CC(=O)[O-] 3-[1-[6-(benzyloxy)hexyl]-4-methyl-1H-benzotriazol-5-yl]prop-2-enoate